1-(4-benzyloxy-6-tert-butoxy-2-pyridyl)-4-[(4-fluorophenyl)methylsulfonyl]-2-(trifluoromethyl)piperazine C(C1=CC=CC=C1)OC1=CC(=NC(=C1)OC(C)(C)C)N1C(CN(CC1)S(=O)(=O)CC1=CC=C(C=C1)F)C(F)(F)F